trans-ethyl 4-amino-2-(((3-fluoro tetrahydro-2H-pyran-4-yl)amino)methyl)-5-morpholinobenzoate NC1=CC(=C(C(=O)OCC)C=C1N1CCOCC1)CN[C@H]1[C@@H](COCC1)F